1-(4-(1,4-dimethyl-1H-pyrazol-5-yl)-5-fluoropyrimidin-2-yl)-N-(thiazol-4-ylmethyl)piperidine-4-carboxamide CN1N=CC(=C1C1=NC(=NC=C1F)N1CCC(CC1)C(=O)NCC=1N=CSC1)C